C(=C)(C)C1=CC=CC=2C=C(C(OC21)C(F)(F)F)C(=O)O 8-isopropenyl-2-trifluoromethyl-2H-benzopyran-3-carboxylic acid